CC1(C[C@H]([C@]23[C@@H]1CC[C@](CCC2)(C3)C)C(=O)O)C.FC(=C(C(OC(C(F)(F)F)(C(F)(F)F)C(F)(F)F)(F)F)F)F |r| 1,1,2,3,3-pentafluoro-3-((1,1,1,3,3,3-hexafluoro-2-(trifluoromethyl)prop-2-yl)oxy)prop-1-ene (1RS,2RS,5RS,8SR)-4,4,8-trimethyltricyclo[6.3.1.0~1,5~]dodec-2-yl-formate